ClCC(=O)N(C1=C(C=C(C=C1)OC)OC)C(C(=O)NC1CCCCC1)C=1C=NC=CC1 2-chloro-N-(2-(cyclohexylamino)-2-oxo-1-(pyridin-3-yl)ethyl)-N-(2,4-dimethoxyphenyl)acetamide